O[C@H](C)C1=NC=2C(=C3C(=NC2)C=CS3)N1[C@H]1CC[C@@H](OC1)CC#N ((2R,5S)-5-{2-[(1R)-1-hydroxyethyl]-1H-imidazo[4,5-d]thieno[3,2-b]pyridin-1-yl}tetrahydro-2H-pyran-2-yl)acetonitrile